BrC=1C=C(C=2N=C(C(=NC2C1)C)C)C(=O)OC methyl 7-bromo-2,3-dimethylquinoxaline-5-carboxylate